1-(1H-pyrazol-3-yl)ethanamine hydrochloride Cl.N1N=C(C=C1)C(C)N